FC1=C(C=CC(=C1)F)[C@]1(C[C@@H]2[C@H](N(OC2(C)C)C)[C@H](C1)C)C |r| rac-(3aR,5R,7S,7aR)-5-(2,4-difluorophenyl)-1,3,3,5,7-pentamethyl-octahydrobenzo[c]isoxazole